C(C)(C)C=1C(=NNC1C=1C=C(C=2N(C1)N=CN2)C)C2=CC=C(C=C2)C(C)N(C(C)=O)C N-(1-(4-(4-isopropyl-5-(8-methyl-[1,2,4]triazolo[1,5-a]pyridin-6-yl)-1H-pyrazol-3-yl)phenyl)ethyl)-N-methylacetamide